ClC=1C=C2C(N3C(=NC2=CC1)[C@H]1[C@@H](CC3)N(CCO1)C)=O |r| (±)-(4aR,13bR)-10-chloro-4-methyl-3,4,4a,5,6,13b-hexahydro-[1,4]oxazino[2',3':3,4]pyrido[2,1-b]quinazolin-8(2H)-one